9,9-bis(perfluoroethyl)-9H-fluorene FC(C(F)(F)F)(C1(C2=CC=CC=C2C=2C=CC=CC12)C(C(F)(F)F)(F)F)F